F[C@H]\1[C@@H]2C=C[C@H](C/C1=C\C1=CN=C(N=N1)C1=C(C=C(C=C1)C1=CC(=NC=C1)OC)O)N2 2-(6-((E)-((1S,2R,5S)-2-fluoro-8-azabicyclo[3.2.1]oct-6-en-3-ylidene)methyl)-1,2,4-triazin-3-yl)-5-(2-methoxypyridin-4-yl)phenol